C(O)(O)=O.COCC#COCC methoxy ethoxy methyl vinylene carbonate